tert-butyl-pyrrolidin-5-one C(C)(C)(C)N1CCCC1=O